4-Ethyl-3-[[3-oxo-3-[4-[5-(trifluoromethyl)pyrimidin-2-yl]piperazin-1-yl]propoxy]methyl]-5-(trifluoromethyl)-1H-pyridazin-6-one C(C)C=1C(=NNC(C1C(F)(F)F)=O)COCCC(N1CCN(CC1)C1=NC=C(C=N1)C(F)(F)F)=O